1-(4,6-Dichloro-1H-benzoimidazol-2-yl)-1H-pyrazole ClC1=CC(=CC=2NC(=NC21)N2N=CC=C2)Cl